BrC1=CC2=C(OC3=C2N=C(N=C3Cl)Cl)N=C1 8-bromo-2,4-dichloropyrido[3',2':4,5]furo[3,2-d]pyrimidine